N(N)C(=O)O.CC1C(CC2=CC(=CC=C12)Cl)(C(=O)OC)O methyl-(5-chloro-2,3-dihydro-2-hydroxy-2-methoxycarbonyl-1H-indene) hydrazinecarboxylate